N1=C(C=CC=C1)SSC(C(=O)[O-])CCC (2-pyridyldithio)pentanoate